FC1=CC=C(C=C1)[C@H](C)NC(=O)C1=NC(=NC2=CC=C(C=C12)C1=CC2=C(N=C(S2)NC(CC(C)C)=O)C=C1)C (S)-N-(1-(4-fluorophenyl)ethyl)-2-methyl-6-(2-(3-methylbutanamidyl)benzo[d]thiazol-6-yl)quinazolin-4-carboxamide